3-(Difluoromethyl)benzoic acid FC(C=1C=C(C(=O)O)C=CC1)F